[Zr+4].C12=C3CCCC3C(C(C1)OC(C=C)=O)C2.C(C=C)(=O)O acrylic acid tricyclo[5.2.1.02,6]decen-8-yl-acrylate zirconium (IV)